COS(=O)(=O)[O-].C[NH3+] methylammonium methyl-sulfate